COCC(=O)N 2-methoxy-acetamide